ethyl (2-(1H-indol-3-yl)ethyl)-L-prolinate N1C=C(C2=CC=CC=C12)CCN1[C@@H](CCC1)C(=O)OCC